BrC1=C(C=C(C(=C1)Cl)C(F)(F)F)C(O)C1=C(C=C(C=C1)F)C (2-bromo-4-chloro-5-(trifluoromethyl)phenyl)(4-fluoro-2-methylphenyl)methanol